2-Cyclooctyl-2-[(2-methylpyrazole-3-carbonyl)amino]acetic acid lithium [Li].C1(CCCCCCC1)C(C(=O)O)NC(=O)C=1N(N=CC1)C